N[C@@H](CCC(=O)O)C(=O)O.C(CCCCCCCCCCCCCCC)N(C(=O)CNCC(CO)O)CCCCCCCCCCCCCCCC dipalmityl-((2,3-dihydroxypropyl)aminomethyl-carboxamide) glutamate